[N+](=O)([O-])C1=CC=C(C=C1)[C@@H](CNC(C)=O)C (S)-N-[2-(4-nitrophenyl)propyl]acetamide